3-(6-phenyl-n-hexyl)phenylboronic acid C1(=CC=CC=C1)CCCCCCC=1C=C(C=CC1)B(O)O